3-[1-[3-(2,6-dioxo-3-piperidyl)phenyl]-4-piperidyl]propyl 4-methylbenzenesulfonate CC1=CC=C(C=C1)S(=O)(=O)OCCCC1CCN(CC1)C1=CC(=CC=C1)C1C(NC(CC1)=O)=O